methyl N-[4-methyl-5-({4-[(2S)-2-({8-[(2S)-2-methylpyrrolidine-1-carbonyl]quinazolin-4-yl}amino)propyl]piperazin-1-yl}sulfonyl)-1,3-thiazol-2-yl]carbamate CC=1N=C(SC1S(=O)(=O)N1CCN(CC1)C[C@H](C)NC1=NC=NC2=C(C=CC=C12)C(=O)N1[C@H](CCC1)C)NC(OC)=O